(R)-2-amino-5-(2-ethyl-4-(2-hydroxy-2-(o-tolyl)acetamido)phenyl)-N-isopropylnicotinamide NC1=C(C(=O)NC(C)C)C=C(C=N1)C1=C(C=C(C=C1)NC([C@@H](C1=C(C=CC=C1)C)O)=O)CC